2-methylpropanenitrile CC(C#N)C